2-[2-(1-pyrrolidinyl)propoxy]ethyl-N-methyl-N-(2-cyanoethyl)-amine N1(CCCC1)C(COCCN(CCC#N)C)C